C(C)(C)C1=C(OC=2C=CC(=C(C(=O)O)C2)C2CN(C(C2)=O)CC2=NC=CC=C2)C=CC=C1 5-(2-isopropylphenoxy)-2-(5-oxo-1-(pyridin-2-ylmethyl)pyrrolidin-3-yl)benzoic acid